tri(4-ethoxyphenyl)phosphine C(C)OC1=CC=C(C=C1)P(C1=CC=C(C=C1)OCC)C1=CC=C(C=C1)OCC